4-bromo-1-methylene-2,3-dihydroindene BrC1=C2CCC(C2=CC=C1)=C